BrC1=C(C(=CC(=C1)C(C(F)(F)F)(C(F)(F)F)F)OC(F)(F)F)NC(C1=C(C(=CC=C1)NO)F)=O N-(2-bromo-4-(perfluoropropan-2-yl)-6-(trifluoromethoxy)phenyl)-2-fluoro-3-(hydroxyamino)benzamide